C(C)(C)OC([C@H](CCC(C=[N+]=[N-])=O)NC([C@H](CC1=CNC2=CC=CC=C12)NC(C)=O)=O)=O (S)-2-((S)-2-acetamido-3-(1H-indol-3-yl)propanamido)-6-Diazo-5-oxohexanoic acid isopropyl ester